chloro-4-methyl-3-nitropyridin-2-ol ClC=1C(=C(C(=NC1)O)[N+](=O)[O-])C